O(C1=CC=C(C=C1)C=1C(=C(C(C1C1=CC=CC=C1)=O)C1=CC=CC=C1)C1=CC=CC=C1)C1=CC=C(C=C1)C=1C(=C(C(C1C1=CC=CC=C1)=O)C1=CC=CC=C1)C1=CC=CC=C1 4,4'-(oxybis(4,1-phenylene))bis(2,3,5-triphenylcyclopenta-2,4-dien-1-one)